N1N=NC=2C1=CC=C(C2N)N benzotriazolediamine